1-(2-Chloro-6-(trifluoromethyl)pyrimidin-4-yl)azetidin-3-ol ClC1=NC(=CC(=N1)N1CC(C1)O)C(F)(F)F